ClC1=C(C=CC=C1)C1=NC(=NC=C1)NC=1C=C2C=C(NC2=CC1)C(=O)N1CCN(CC1)C (5-((4-(2-chlorophenyl)pyrimidin-2-yl)amino)-1H-indol-2-yl)(4-methylpiperazin-1-yl)methanone